C[C@@H]1C[C@@H]([C@@]2([C@@H]([C@@]1(C)[C@@H]3C[C@H]4CCO[C@H]4O3)CC[C@@H]([C@]25CO5)OC(=O)C(C)C)COC(=O)C)OC(=O)C The molecule is a diterpenoid isolated from the aerial parts of Ajuga bracteosa and has been shown to exhibit antifeedant activity. It has a role as a plant metabolite and an antifeedant. It is a furofuran, an acetate ester, a diterpenoid, a spiro-epoxide and a cyclic acetal.